BrCCCCCCCCCCCCCCCCCCCC 1-bromoeicosane